C(CCCCCCC\C=C/C\C=C/CCCCC)C(=CC(=O)OCCC)CCCCCCCC\C=C/C\C=C/CCCCC propyl (12Z,15Z)-3-((9Z,12Z)-octadeca-9,12-dien-1-yl)henicosa-2,12,15-trienoate